FC1=CC=C(C=C1)C1=NN2C(=NC=3C=CC=CC3C2=N1)N[C@@H]1C(NCCC1)=O (3S)-3-{[2-(4-fluorophenyl)[1,2,4]triazolo[1,5-c]quinazolin-5-yl]amino}piperidin-2-one